ClC=1C=C(C=C(C1)Cl)C(CC(=O)O)N1N=CC2=CC(=CC=C12)OCCC1=NC=2NCCCC2C=C1 3-(3,5-Dichlorophenyl)-3-(5-(2-(5,6,7,8-tetrahydro-1,8-naphthyridin-2-yl)-ethoxy)-1H-indazol-1-yl)propanoic acid